(5-chloro-3-(methylamino)-2-((2-(trimethylsilyl)ethoxy)methyl)-2H-pyrazolo[4,3-b]pyridin-7-yl)methanol ClC=1C=C(C=2C(N1)=C(N(N2)COCC[Si](C)(C)C)NC)CO